The molecule is a dimeric, non-ionic, water-soluble, radiographic contrast agent, used particularly in coronary angiography. It has a role as a radioopaque medium. CC(=O)N(CC(CN(C1=C(C(=C(C(=C1I)C(=O)NCC(CO)O)I)C(=O)NCC(CO)O)I)C(=O)C)O)C2=C(C(=C(C(=C2I)C(=O)NCC(CO)O)I)C(=O)NCC(CO)O)I